CO[Si](C)(CCCNCCN)OC N-aminoethyl-γ-aminopropylmethyldimethoxysilane